ethyl (1R,5S,6s)-3-thiabicyclo[3.1.0]hexane-6-carboxylate 3,3-dioxide [C@@H]12CS(C[C@H]2C1C(=O)OCC)(=O)=O